N-(4-bromo-5-methylthiazol-2-yl)-2-methylbenzamide BrC=1N=C(SC1C)NC(C1=C(C=CC=C1)C)=O